4-methoxy-6-(1-methyl-1,2,3,6-tetrahydropyridin-4-yl)-N'-{4-(4,5,6,7-tetrahydropyrazolo[1,5-a]pyridin-3-yl)pyrimidin-2-yl}benzene-1,3-diamine COC1=C(C=C(C(=C1)C=1CCN(CC1)C)N)NC1=NC=CC(=N1)C=1C=NN2C1CCCC2